NC1=NC(C(=C2N1C=CC=C2C(F)(F)F)C2=C(C=CC=C2)Cl)=O 1-amino-4-(2-chlorophenyl)-(trifluoromethyl)pyrido[1,2-c]pyrimidin-3-one